NCC(C(=O)N1C(CN(CC1)C(C(=O)NC1=NC=C(N=C1)OC1=C(C=C(C=C1)F)F)C)(C)C)CN 2-(4-(3-amino-2-(aminomethyl)propanoyl)-3,3-dimethylpiperazin-1-yl)-N-(5-(2,4-difluorophenoxy)pyrazin-2-yl)propanamide